BrC1=CC(=CC2=C1OCO2)N 7-bromo-1,3-benzodioxol-5-amine